1-(3,3-dimethylbutyl)-1H-pyrazol-3-carboxylate CC(CCN1N=C(C=C1)C(=O)[O-])(C)C